3-bromo-5-(tert-butyldimethylsilyloxy)-1H-indole-1-carboxylic acid tert-butyl ester C(C)(C)(C)OC(=O)N1C=C(C2=CC(=CC=C12)O[Si](C)(C)C(C)(C)C)Br